ClC=1C=CC(=C(C1)[C@H](CCNC(C(=O)OCC)C1=C(C(=CC=C1)C)C1CCC(CC1)OC(F)(F)F)N1CCN(CC1)C(C)C)F ethyl 2-(((S)-3-(5-chloro-2-fluorophenyl)-3-(4-isopropylpiperazin-1-yl)propyl)amino)-2-(3-methyl-2-((1r,4S)-4-(trifluoromethoxy)cyclohexyl)phenyl)acetate